2-(2-bromo-4-methoxy-6-methylphenyl)-6-ethoxy-2,5-dihydro-4H-pyrazolo[3,4-d]pyrimidin-4-one BrC1=C(C(=CC(=C1)OC)C)N1N=C2N=C(NC(C2=C1)=O)OCC